C(C)OC(\C=C(/C(C)C)\C=1SC(=C(C1)C)Br)=O (E)-3-(5-bromo-4-methylthiophene-2-yl)-4-methylpent-2-enoic acid ethyl ester